[4-(2-bromopyridine-3-carbonyl)thiomorpholin-3-yl]methanol BrC1=NC=CC=C1C(=O)N1C(CSCC1)CO